FC1=CC(=CC2=CN(N=C12)C)NC(=O)C=1C=CC(=C2C1N=C(S2)OC)N2C[C@@H](N([C@H](C2)C)C)C N-(7-fluoro-2-methyl-indazol-5-yl)-2-methoxy-7-[(3S,5S)-3,4,5-trimethylpiperazin-1-yl]-1,3-benzothiazole-4-carboxamide